7-[6-[2-(3-cyclopropyl-5-methyl-1,2,4-triazol-4-yl)-4-fluoro-phenoxy]-1,2,4-triazin-5-yl]-2-[(1R)-1-(3,3-dimethoxycyclobutyl)-2-methyl-propyl]-2,7-diazaspiro[3.4]octane C1(CC1)C1=NN=C(N1C1=C(OC2=C(N=CN=N2)N2CCC3(CN(C3)[C@H](C(C)C)C3CC(C3)(OC)OC)C2)C=CC(=C1)F)C